1-carboxymethyl-3-methylimidazole chloride salt [Cl-].C(=O)(O)CN1CN(C=C1)C